N-ethyl-pyrimidine chloride [Cl-].C(C)N1CN=CC=C1